1-(bromomethyl)-3-cyclopropylbenzene BrCC1=CC(=CC=C1)C1CC1